C(C1=CC=CC=C1)OC(=O)N[C@H](C(=O)O)CC1CCN(CC1)C(=O)OC(C)(C)C (S)-2-(((benzyloxy)carbonyl)amino)-3-(1-(tert-butoxycarbonyl)piperidin-4-yl)propionic acid